4-(2,3-dimethoxyphenyl)-1-methyl-pyrrole-3-carbonitrile COC1=C(C=CC=C1OC)C=1C(=CN(C1)C)C#N